OC[C@H](C1=CC=CC=C1)NC1=NC(=NC=C1C(=O)OCC)NC1=C(C=C(C=C1)S(=O)(=O)C)OC Ethyl 4-{[(1S)-2-hydroxy-1-phenylethyl]amino}-2-{[2-methoxy-4-(methylsulfonyl)phenyl]amino}pyrimidine-5-carboxylate